N-nitrosodi-n-butylamine CCCCN(CCCC)N=O